C(C1=CC=CC=C1)(=O)N1CC2=C(C=C(C=C2CC1)C=1C=C2C(=NC1)NC=C2C)[C@H]2N(CCC2)C(=O)OC(C)(C)C tert-butyl (S)-2-(2-benzoyl-6-(3-methyl-1H-pyrrolo[2,3-b]pyridin-5-yl)-1,2,3,4-tetrahydroisoquinolin-8-yl)pyrrolidine-1-carboxylate